ethyl (2S,3S)-2-(benzyloxycarbonylamino)-3-methyl-4-(1-methylcyclopropyl)butanoate C(C1=CC=CC=C1)OC(=O)N[C@H](C(=O)OCC)[C@H](CC1(CC1)C)C